BrC=1C=C(C=NC1)N(C(OC(C)C)=O)C isopropyl (5-bromopyridin-3-yl)(methyl)carbamate